C(N1N=C2C=C(C=CC2=C1)CN1CCC2(CC1)COC1=C3CN(C(C3=CC=C12)=O)[C@@H]1C(NC(CC1)=O)=O)([2H])([2H])[2H] (S)-3-(1'-((2-(methyl-d3)-2H-indazol-6-yl)methyl)-6-oxo-6,8-dihydro-2H,7H-spiro[furo[2,3-e]isoindole-3,4'-piperidin]-7-yl)piperidine-2,6-dione